4-(2-(3-chloro-4-fluorophenoxy)-4-methyl-5-nitrophenyl)-6-methyl-1,6-dihydro-7H-pyrrolo[2,3-C]pyridin-7-one ClC=1C=C(OC2=C(C=C(C(=C2)C)[N+](=O)[O-])C=2C3=C(C(N(C2)C)=O)NC=C3)C=CC1F